1-Cyclopentyl-6-{[2-(trifluoromethoxy)phenoxy]methyl}-1H-pyrazolo[3,4-d]-pyrimidin-4(5H)-one C1(CCCC1)N1N=CC2=C1N=C(NC2=O)COC2=C(C=CC=C2)OC(F)(F)F